C1(CCCCC1)C(COCC)(COC)CC[Si](C)(C1=CC=C(C=C1)Cl)C1=CC=C(C=C1)Cl 2-cyclohexyl-2-(2-(bis(4-chlorophenyl)(methyl)silyl)ethyl)-1-ethoxy-3-methoxy-propane